(2R,4aS,4bR,6aS,7R,10aS,10bR,12aS)-6a-methyl-7-((S)-1-(5-methyl-1H-tetrazol-1-yl)propan-2-yl)-2-propyloctadecahydrochrysen-2-ol C[C@@]12CC[C@@H]3[C@H]4CC[C@](C[C@@H]4CC[C@H]3[C@@H]2CCC[C@@H]1[C@@H](CN1N=NN=C1C)C)(O)CCC